(S)-4-(((5-cyano-4-oxochroman-7-yl)oxy)(pyridin-4-yl)methyl)benzamide C(#N)C1=C2C(CCOC2=CC(=C1)O[C@@H](C1=CC=C(C(=O)N)C=C1)C1=CC=NC=C1)=O